NC=1C2=C(N=CN1)N(C=C2C=2SC=C(N2)CC2=CC=CC=C2)[C@H]2[C@@H]([C@@H]([C@H](C2)[C@@H]2CNCCC2)O)O (1R,2S,3R,5R)-3-(4-Amino-5-(4-benzylthiazol-2-yl)-7H-pyrrolo[2,3-d]pyrimidin-7-yl)-5-((R)-piperidin-3-yl)cyclopentane-1,2-diol